O=C([C@H](O)[C@@H](O)[C@H](O)CO)O cis-xylonic acid